tert-Butyl (2R,4S)-2-((3-isopropoxy-2-(methoxycarbonyl)phenoxy)methyl)-4-((2-oxo-1,2,3,4-tetrahydroquinolin-7-yl)oxy)pyrrolidin-1-carboxylate C(C)(C)OC=1C(=C(OC[C@@H]2N(C[C@H](C2)OC2=CC=C3CCC(NC3=C2)=O)C(=O)OC(C)(C)C)C=CC1)C(=O)OC